C(#N)C=1C=NN2C1C(=CC(=C2)OCC(C)(C)O)C=2C=CC(=NC2)N2CCC(CC2)(C)NC(C2=C(C=CC=C2C)C)=O N-(1-(5-(3-cyano-6-(2-hydroxy-2-methylpropoxy)pyrazolo[1,5-a]pyridin-4-yl)pyridin-2-yl)-4-methylpiperidin-4-yl)-2,6-dimethylbenzamide